2R-2,2-oxazoline C1N=CCC1